ClC1=CC=C(C=N1)NC(=O)N1CCC(CC1)C(C)(C)S(=O)(=O)C1=CC(=CC=C1)F N-(6-chloro-pyridin-3-yl)-4-(2-((3-fluorophenyl)sulfonyl)propan-2-yl)piperidine-1-carboxamide